COC1=NC(=NC=C1C1CCNCC1)N1[C@@H](C2=C(NC=3N=NC(=CC32)C3=C(C=CC=C3)O)CC1)C (R)-2-(6-(4-methoxy-5-(piperidin-4-yl)pyrimidin-2-yl)-5-methyl-6,7,8,9-tetrahydro-5H-pyrido[3',4':4,5]pyrrolo[2,3-c]pyridazin-3-yl)phenol